3-METHYLVALINE CC([C@H](N)C(=O)O)(C)C